(3S)-(-)-3-acetamido-tetrahydropyrrole C(C)(=O)N[C@@H]1CNCC1